(2S,3R,4R)-4,5-dihydroxyl-isoleucine O[C@H]([C@@H]([C@H](N)C(=O)O)C)CO